C(C1=CC=CC=C1)OC(=O)C1(CN(C(C1)=O)[C@@H](C)C1=CC=C(C=C1)OC)C 1-((S)-1-(4-methoxyphenyl)ethyl)-3-methyl-5-oxopyrrolidine-3-carboxylic acid benzyl ester